2-(1-(anthracen-9-yl)ethyl)-10H-phenothiazine C1=CC=CC2=CC3=CC=CC=C3C(=C12)C(C)C1=CC=2NC3=CC=CC=C3SC2C=C1